2-chloro-3-tosyl-3H-imidazo[4,5-b]pyridine ClC1=NC=2C(=NC=CC2)N1S(=O)(=O)C1=CC=C(C)C=C1